C[C@@H]1N(CCC(C1)C1=NC(=CC=C1)OCC1=CC=C2C=NN(C2=C1)C)C(=O)[O-] (2S)-2-methyl-4-(6-((1-methyl-1H-indazol-6-yl)methoxy)pyridine-2-yl)piperidine-1-carboxylate